NC1=NN2C(N=C(C=C2)C=2C=C3CN(C(C3=C(C2)NS(=O)(=O)C)=O)[C@@H](C)C2CC2)=C1C(=O)NC(CO)(C)C 2-amino-5-{2-[(1S)-1-cyclopropylethyl]-7-methanesulfonamido-1-oxo-2,3-dihydro-1H-isoindol-5-yl}-N-(1-hydroxy-2-methylpropan-2-yl)pyrazolo[1,5-a]pyrimidine-3-carboxamide